cis-N-benzyl-2-(benzyloxy)-4,4-difluorocyclohexan-1-amine C(C1=CC=CC=C1)N[C@H]1[C@H](CC(CC1)(F)F)OCC1=CC=CC=C1